propyl N,N-dimethylcarbamate CN(C(OCCC)=O)C